2-phenyl-3-(4-(methoxycarbonyl)phenyl)-4-oxocinnoline C1(=CC=CC=C1)N1NC2=CC=CC=C2C(C1C1=CC=C(C=C1)C(=O)OC)=O